n-butyl (methyl)acrylate CC(C(=O)OCCCC)=C